bis(((1S,2S,4S)-2-(methoxymethyl)-3-oxoquinuclidin-2-yl) methyl) carbonate C(OC[C@@]1(N2CCC(C1=O)CC2)COC)(OC[C@@]2(N1CCC(C2=O)CC1)COC)=O